FC(CCOC1=CC(=C(C=C1OC)CCN)OC)F 2-(4-(3,3-difluoropropoxy)-2,5-dimethoxyphenyl)ethan-1-amine